methyl (5R,6S,7R)-6-(1-methyl-1H-indol-3-yl)-7-nitro-5-phenylspiro[2.4]heptane-5-carboxylate CN1C=C(C2=CC=CC=C12)[C@H]1[C@@](CC2(CC2)[C@@H]1[N+](=O)[O-])(C(=O)OC)C1=CC=CC=C1